(R)-4-[(R)-1-hydroxyethyl]-1-[(S)-1-(4-methoxyphenyl)-ethyl]-pyrrolidin-2-one O[C@H](C)[C@@H]1CC(N(C1)[C@@H](C)C1=CC=C(C=C1)OC)=O